FC=1C2=C(C=NC1C(C)(C)O)N=C(N2)C2=CC(=CN2)C(=O)C2=C(C=CC=C2)C(F)(F)F (5-(7-fluoro-6-(2-hydroxypropan-2-yl)-1H-imidazo[4,5-c]pyridin-2-yl)-1H-pyrrol-3-yl)(2-(trifluoromethyl)phenyl)methanone